[Si](C)(C)(C(C)(C)C)OCCN(C(=O)C1=NC2=C(N1)C=CC(=C2)C(C)(C)O)C2=C(C(=CC=C2)Cl)Cl N-(2-((tert-butyldimethylsilyl)oxy)ethyl)-N-(2,3-dichlorophenyl)-5-(2-hydroxypropan-2-yl)-1H-benzo[d]imidazole-2-carboxamide